(5R,7R)-N-((R)-(2,3-dichloro-6-fluorophenyl)(1-methylcyclopentyl)methyl)-3-methyl-2-oxo-1,3-diazaspiro[4.4]nonane-7-carboxamide ClC1=C(C(=CC=C1Cl)F)[C@H](NC(=O)[C@H]1C[C@@]2(CN(C(N2)=O)C)CC1)C1(CCCC1)C